BrCC(=O)NCCCCC1=CC=C(C(=O)O)C=C1 4-(4-(2-bromoacetamido)butyl)benzoic acid